O1C(=NC2=C1C=CC=C2)C2=NNC=C2NC=2C1=C(N=CN2)NC=C1 N-(3-(benzo[d]oxazol-2-yl)-1H-pyrazol-4-yl)-7H-pyrrolo[2,3-d]pyrimidin-4-amine